C=1OC=CC=CC=COC=C2C1C1=CC=C2C1 11,14-methanobenzo[c][1,6]dioxacyclododecine